OC1CCCC=2C1=NOC2C(=O)NC=2SC(=NN2)SC 7-hydroxy-N-(5-(methylthio)-1,3,4-thiadiazol-2-yl)-4,5,6,7-tetrahydrobenzo[c]isoxazole-3-carboxamide